tert-butyl cis-3-methyl-4-aminopyrrolidine-1-carboxylate C[C@@H]1CN(C[C@@H]1N)C(=O)OC(C)(C)C